tert-butyl ((2R,3S)-2-methyl-8-((E)-3-(methyl((2-methylbenzofuran-3-yl)methyl)amino)-3-oxoprop-1-en-1-yl)-4-oxo-2,3,4,5-tetrahydro-1H-pyrido[2,3-b][1,4]diazepin-3-yl)carbamate C[C@H]1NC2=C(NC([C@H]1NC(OC(C)(C)C)=O)=O)N=CC(=C2)\C=C\C(=O)N(CC2=C(OC1=C2C=CC=C1)C)C